[5-(6-oxazol-5-yl-1H-benzimidazol-2-yl)-1H-pyrrol-3-yl]-[2-(trifluoromethyl)phenyl]methanone O1C=NC=C1C=1C=CC2=C(NC(=N2)C2=CC(=CN2)C(=O)C2=C(C=CC=C2)C(F)(F)F)C1